6'-((6-chloropyrimidin-4-yl)amino)-8'-methyl-2'H-spiro[cyclohexane-1,3'-imidazo[1,5-a]pyridine]-1',5'-dione ClC1=CC(=NC=N1)NC1=CC(=C2N(C1=O)C1(NC2=O)CCCCC1)C